N-ethyl-menthyl-carboxamide C(C)NC(=O)C1CC(CCC1C(C)C)C